1-nitromethyl-6,7-dimethoxy-1-p-nitrophenylisochroman [N+](=O)([O-])CC1(OCCC2=CC(=C(C=C12)OC)OC)C1=CC=C(C=C1)[N+](=O)[O-]